CN1C(N(C=2C1=NC=C(C2)C=2SC(=CC2)C(F)(F)F)CC=2OC(=NN2)C)=O 3-methyl-1-[(5-methyl-1,3,4-oxadiazol-2-yl)methyl]-6-[5-(trifluoromethyl)-2-thienyl]imidazo[4,5-b]pyridin-2-one